1,4-dihydro-2,6-dimethyl-4-(3-nitrophenyl)pyridine CC=1NC(=CC(C1)C1=CC(=CC=C1)[N+](=O)[O-])C